5-(1-methyl-1H-imidazol-5-carboxamido)-2-oxohexandiamid CN1C=NC=C1C(=O)NC(CCC(C(=O)N)=O)C(=O)N